ClCC1=C(C(=O)OCC)C=CC(=C1)O[C@@H]1CN(C[C@H]2C[C@@H]12)CC |o1:14,18| ethyl 2-(chloromethyl)-4-(((1S*,5S*,6R)-3-ethyl-3-azabicyclo[4.1.0]heptan-5-yl)oxy)benzoate